4-methyl-1,2,3-pentanetriol CC(C(C(CO)O)O)C